Triethylaluminum C(C)[Al](CC)CC